2,3-dihydro-1H-indole-5-carboxylic acid N1CCC2=CC(=CC=C12)C(=O)O